phosphinoamine PN